FC1=C(C=CC=C1[N+](=O)[O-])CN1C(OC2=C(C1=O)C=CC(=C2)OC(N(C)C)=O)=O.FC2=CC=C(OC=1C=C(C=CC1O)CC/C=C/C(=O)NCCC1=CC=C(C=C1)O)C=C2 (E)-3-(3-(4-fluorophenoxy)-4-hydroxyphenylethyl)-N-(4-hydroxyphenylethyl)acrylamide [3-[(2-Fluoro-3-nitro-phenyl)methyl]-2,4-dioxo-1,3-benzoxazin-7-yl]N,N-dimethylcarbamate